(3a,5a)-3-HYDROXY-3-METHYL-PREGNAN-20-ONE O[C@]1(C[C@@H]2CC[C@H]3[C@@H]4CC[C@H](C(C)=O)[C@]4(CC[C@@H]3[C@]2(CC1)C)C)C